2,4-diazido-1,3,5-trinitrobenzene N(=[N+]=[N-])C1=C(C=C(C(=C1[N+](=O)[O-])N=[N+]=[N-])[N+](=O)[O-])[N+](=O)[O-]